2,2-dimethyltetrahydro-2H-pyran-4-carbonitrile CC1(OCCC(C1)C#N)C